(R)-N-(2-(4-(5-fluoropyridin-2-yl)-1,9-dioxaspiro[5.5]undecan-4-yl)ethyl)-2,3-dihydro-1H-inden-2-amine benzoate C(C1=CC=CC=C1)(=O)O.FC=1C=CC(=NC1)[C@@]1(CCOC2(C1)CCOCC2)CCNC2CC1=CC=CC=C1C2